OC1=CC=C(C=C1)N1CCN(CC1)C(CC1=CC(=C(C(=C1)OC)OC)OC)=O 1-[4-(4-Hydroxyphenyl)-piperazin-1-yl]-2-(3,4,5-trimethoxyphenyl)-ethanone